2-chloro-1-[4-[1-(trifluoromethyl)cyclopropyl]phenyl]ethanone ClCC(=O)C1=CC=C(C=C1)C1(CC1)C(F)(F)F